(S)-N-(2-chloro-3-(3-chloro-6'-methoxy-5'-((((5-oxopyrrolidin-2-yl)methyl)amino)methyl)-[2,2'-bipyridin]-4-yl)phenyl)-1,3-dimethyl-2,4-dioxo-1,2,3,4-tetrahydropyrimidine-5-carboxamide ClC1=C(C=CC=C1C1=C(C(=NC=C1)C1=NC(=C(C=C1)CNC[C@H]1NC(CC1)=O)OC)Cl)NC(=O)C=1C(N(C(N(C1)C)=O)C)=O